(R)-1-(3-(6-chloro-7-fluoro-3-(1H-imidazol-1-yl)-5-methoxy-1-methyl-1H-indol-2-yl)-1H-1,2,4-triazol-5-yl)-2,2-difluoroethan-1-ol ClC1=C(C=C2C(=C(N(C2=C1F)C)C1=NNC(=N1)[C@H](C(F)F)O)N1C=NC=C1)OC